OC1=NC=2CC(N(CC2C=C1)C(=O)OC(C)(C)C)C tert-butyl 2-hydroxy-7-methyl-7,8-dihydro-5H-1,6-naphthyridine-6-carboxylate